CN1C(C(=CC=C1C)C)C N,2,3,6-tetramethylpyridine